(±)-1-(6-bromo-1H-indole-2-carbonyl)-N-tert-butyl-3-methylene-2-(pyridin-2-yl)indoline-2-carboxamide ethyl-4-(4-amino-1-methylpyrrole-2-amido)-1-methylimidazole-2-carboxylate C(C)OC(=O)C=1N(C=C(N1)NC(=O)C=1N(C=C(C1)N)C)C.BrC1=CC=C2C=C(NC2=C1)C(=O)N1[C@@](C(C2=CC=CC=C12)=C)(C(=O)NC(C)(C)C)C1=NC=CC=C1 |r|